2-[2-({9-chloro-7-methoxy-1H,2H,3H-cyclopenta[b]quinolin-6-yl}oxy)ethoxy]ethan-1-ol ClC1=C2C(=NC=3C=C(C(=CC13)OC)OCCOCCO)CCC2